1-(3-(4-phenyl-2H-1,2,3-triazol-2-yl)phenyl)ethan-1-one C1(=CC=CC=C1)C1=NN(N=C1)C=1C=C(C=CC1)C(C)=O